FC(C1=NN(C(=C1)C(F)F)CC(=O)N1CCC(CC1)C=1SC=C(N1)C1OCC2=C(CO1)C(=CC=C2OS(=O)(=O)C)F)F methanesulfonic acid-3-[2-(1-{[3,5-bis(difluoromethyl)-1H-pyrazol-1-yl]acetyl}piperidin-4-yl)-1,3-thiazol-4-yl]-9-fluoro-1,5-dihydro-2,4-benzodioxepin-6-yl ester